tert-butyl (S)-1-(4-(benzylsulfanyl)-3-fluorophenylamino)-1-oxo-3-phenylpropan-2-ylcarbamate C(C1=CC=CC=C1)SC1=C(C=C(C=C1)NC([C@H](CC1=CC=CC=C1)NC(OC(C)(C)C)=O)=O)F